CC1=CC=C(C=C1)S(=O)(=O)C1=CC=C(S1)C(=O)NCC1=NC=CN=C1 5-(4-methylbenzene-1-sulfonyl)-N-[(pyrazin-2-yl)methyl]thiophene-2-carboxamide